C(C)(C)(C)C1=CC=C(CN2C(C(=NC3=CC=C(C=C23)OC)C2=CC=CC=C2)=O)C=C1 1-(4-(tert-butyl)benzyl)-7-methoxy-3-phenylquinoxalin-2(1H)-one